1-ethyl-4-(3-(triethoxysilyl)propyl)piperazine C(C)N1CCN(CC1)CCC[Si](OCC)(OCC)OCC